C(CC)N(CCCCCN(CCC)CCC)CCC Tetrapropylpentylenediamine